methyl 5-cyclopropyl-3-((2-((S)-(4,4-difluorocyclohexyl)(1-ethyl-1H-pyrazole-5-carboxamido)methyl)imidazo[1,2-b]pyridazin-6-yl)methyl)-2-oxopiperidine-3-carboxylate C1(CC1)C1CC(C(NC1)=O)(C(=O)OC)CC=1C=CC=2N(N1)C=C(N2)[C@@H](NC(=O)C2=CC=NN2CC)C2CCC(CC2)(F)F